N-(6-(3-(3-fluorobicyclo[1.1.0]butan-1-yl)benzyl)-5-isobutyryl-5-azaspiro[2.4]heptan-7-yl)methanesulfonamide FC12CC2(C1)C=1C=C(CC2N(CC3(CC3)C2NS(=O)(=O)C)C(C(C)C)=O)C=CC1